(E)-[3-ethoxy-5,5-dimethyl-2-(4-pyridyl)cyclohex-2-en-1-ylidene]-ethyl-oxonium C(C)OC1=C(C(CC(C1)(C)C)=[O+]CC)C1=CC=NC=C1